C(C)OC(=O)C(CC=C)CC=C 4-ethoxycarbonyl-1,6-heptadiene